C1(CC(CCC1)CN)CN 3-cyclohexanedi(methylamine)